2-[(1Z)-5-fluoro-1-(4-(benzyloxy)benzylidene)-2-methyl-1H-inden-3-yl]-acetic acid FC=1C=C2C(=C(/C(/C2=CC1)=C/C1=CC=C(C=C1)OCC1=CC=CC=C1)C)CC(=O)O